C(#N)CC#CCC#N 1,4-dicyano-2-butyne